CC1(CO1)C1=CC=C(C=C1)C1(CO1)C 1,4-bis(1,2-epoxy-1-methylethyl)benzene